COC1=CC=C(C=C1)C(C#CC1=CC=CC=C1)(CCC=C)O 3-(4-methoxyphenyl)-1-phenylhept-6-en-1-yn-3-ol